[Zn+2].[Y+3].[O-2].[Zn+2] zinc oxide Yttrium zinc